CC=1C(=NOC1)C dimethyl-1,2-oxazole